FC1=C(C=C(C=C1)NC(=O)C1=C(N(C(=C1C)C(C(=O)NC12C[C@H]3CC2C[C@@H](C1)C3)=O)C)C)C N-(4-fluoro-3-methylphenyl)-5-(2-(((2R,3as,5S,6as)-hexahydro-2,5-methanopentalen-3a(1H)-yl)amino)-2-oxoacetyl)-1,2,4-trimethyl-1H-pyrrole-3-carboxamide